ClC1=CN=C2N1N=C(C=C2)C=2C1=C(N=C(N2)NCC=2C=NC(=CC2)N2CCN(CC2)C)NC=C1 (3-chloroimidazo[1,2-b]pyridazin-6-yl)-N-((6-(4-methylpiperazin-1-yl)pyridin-3-yl)methyl)-7H-pyrrolo[2,3-d]pyrimidin-2-amine